FC(COC=1N=CC=2N(C1)C(=CN2)C2=CC=CC(=N2)N[C@H]2CN(CCC2)C(=O)OC(C)(C)C)F tert-butyl (3R)-3-[[6-[6-(2,2-difluoroethoxy)imidazo[1,2-a]pyrazin-3-yl]-2-pyridyl]amino]piperidine-1-carboxylate